OC(C)C1=C(C=CC=C1)O 2-(2-hydroxy-2-ethyl)-phenol